2-(1-methyl-1H-pyrazol-4-yl)quinoxaline CN1N=CC(=C1)C1=NC2=CC=CC=C2N=C1